(S)-2-(1-(4-(5-(4-amino-4,6-dihydrospiro[cyclopenta[d]thiazole-5,4'-piperidine]-1'-yl)-6-(hydroxymethyl)pyrazin-2-ylsulfanyl)-3-chloropyridin-2-yl)azetidin-3-yl)propan-2-ol N[C@@H]1C=2N=CSC2CC12CCN(CC2)C=2N=CC(=NC2CO)SC2=C(C(=NC=C2)N2CC(C2)C(C)(C)O)Cl